OB1OCC2=C1C=C(C=C2)C(=O)NCC2=CC=C(C=C2)C(F)(F)F 1-hydroxy-N-(4-(trifluoromethyl)benzyl)-1,3-dihydrobenzo[c][1,2]oxaborole-6-carboxamide